(-)-6-(4-Chlorophenyl)-N-(3,3-difluoro-2-hydroxypropyl)-2-(1-methyl-1H-pyrazol-4-yl)-3-oxo-2,3-dihydropyridazine-4-carboxamide ClC1=CC=C(C=C1)C=1C=C(C(N(N1)C=1C=NN(C1)C)=O)C(=O)NCC(C(F)F)O